2-Ethylsulfanyl-N-[(4-fluorophenyl)-methyl]-4-methyl-6-[(3R)-3-methyl-morpholin-4-yl]-pyridine-3-carboxylic acid amide C(C)SC1=NC(=CC(=C1C(=O)NCC1=CC=C(C=C1)F)C)N1[C@@H](COCC1)C